2-(4-((4-((4-cyanobenzyl)(ethyl)amino)-7H-pyrrolo[2,3-d]pyrimidin-7-yl)methyl)-3-hydroxypiperidin-1-yl)acetamide C(#N)C1=CC=C(CN(C=2C3=C(N=CN2)N(C=C3)CC3C(CN(CC3)CC(=O)N)O)CC)C=C1